NC1=NC(=C2N=CN(C2=N1)[C@H]1C[C@H](O)[C@H](O1)CO)NOC 2-amino-9-(2-deoxy-β-ribofuranosyl)-6-methoxyaminopurine